ClC1=CC=C2C(=N1)N(C(=N2)C2=CN=NC(=C2)C(F)(F)F)C2CC2 5-chloro-3-cyclopropyl-2-(6-(trifluoromethyl)pyridazin-4-yl)-3H-imidazo[4,5-b]pyridine